tert-Butyl 4-(3-(pyrrolidin-1-yl)propoxy)phenethylcarbamate N1(CCCC1)CCCOC1=CC=C(CCNC(OC(C)(C)C)=O)C=C1